Cl.COC1=C2C3C=CC(C2=CC=C1)N3 3-Methoxy-11-azatricyclo[6.2.1.02,7]undeca-2,4,6,9-tetraene hydrochloride